CN1N=CC2=CC(=CC=C12)NC=1C=CC=C2CN(C(C12)=O)CC(=O)O 2-[7-[(1-methylindazol-5-yl)amino]-1-oxo-isoindolin-2-yl]acetic acid